Thienyl-ferrocene S1C(=CC=C1)[C-]1C=CC=C1.[CH-]1C=CC=C1.[Fe+2]